(7-chloro-5-(4,4,5,5-tetramethyl-1,3,2-dioxaborolan-2-yl)benzofuran-2-yl)methylcarbamic acid tert-butyl ester C(C)(C)(C)OC(NCC=1OC2=C(C1)C=C(C=C2Cl)B2OC(C(O2)(C)C)(C)C)=O